C1(CCC1)OC=1SC=C(N1)C1=CC(=C(OCCCC(=O)O)C(=C1)F)F 4-[4-[2-(cyclobutoxy)thiazol-4-yl]-2,6-difluoro-phenoxy]butanoic acid